N1C(CC[C@H]1C(=O)OC(C)(C)C)=O t-butyl (S)-2-pyrrolidone-5-carboxylate